2-(1-(tert-butoxycarbonyl)-3-(5-(2,4-difluorophenyl)isoxazole-3-carboxamido)azetidin-3-yl)acetic acid C(C)(C)(C)OC(=O)N1CC(C1)(NC(=O)C1=NOC(=C1)C1=C(C=C(C=C1)F)F)CC(=O)O